ClC=1C(=CC(=C(CNC[C@H](CC(=O)O)O)C1)OCC=1C=NC=C(C1)C#N)OCC=1C(=C(C=CC1)C1=C(C(=CC=C1)C1=CC=C(C=C1)N1CCNCC1)C)C (S)-4-((5-chloro-2-((5-cyanopyridin-3-yl)methoxy)-4-((2,2'-dimethyl-4''-(piperazin-1-yl)-[1,1':3',1''-terphenyl]-3-yl)methoxy)benzyl)amino)-3-hydroxybutanoic acid